2-amino-5-(4-(4-ethoxy-1-isopropylpiperidin-4-yl)phenyl)nicotinic acid methyl ester COC(C1=C(N=CC(=C1)C1=CC=C(C=C1)C1(CCN(CC1)C(C)C)OCC)N)=O